FC1=CC=C(C=C1)S(=O)(=O)N1CCC2(CCC(C2)N2CC3(COC3)C2)CC1 6-(8-((4-Fluorophenyl)sulfonyl)-8-azaspiro[4.5]decan-2-yl)-2-oxa-6-azaspiro[3.3]heptane